NC\C=C(\CN1C(=NC2=C1C=C(C=C2C2=CC(=CC=C2)S(=O)(=O)C)C(=O)N(C)C)C)/F (Z)-1-(4-amino-2-fluorobut-2-en-1-yl)-N,N,2-trimethyl-4-(3-(methylsulfonyl)phenyl)-1H-benzo[d]imidazol-6-carboxamide